Tert-butyl 4-(4-(6-((R)-2-(2,5-difluorophenyl) pyrrolidin-1-yl)-1,5-naphthyridin-4-yl)-1H-pyrazol-1-yl)-2,2-dimethylpiperidine-1-carboxylate FC1=C(C=C(C=C1)F)[C@@H]1N(CCC1)C=1N=C2C(=CC=NC2=CC1)C=1C=NN(C1)C1CC(N(CC1)C(=O)OC(C)(C)C)(C)C